3-(4-((2-(2-chloro-1H-indol-3-yl)ethyl)amino)-7,8-dihydro-6H-pyrimido[5,4-b](1,4)oxazin-2-yl)pyridin-2-ol ClC=1NC2=CC=CC=C2C1CCNC1=NC(=NC2=C1OCCN2)C=2C(=NC=CC2)O